ClC=1C=CC2=C(N=C(O2)C=2C=C(C=CC2)NC(CC2=C(C=CC=C2)C(F)(F)F)=O)C1 N-(3-(5-chlorobenzo[d]oxazol-2-yl)phenyl)-2-(2-(trifluoromethyl)phenyl)acetamide